tert-butyl (R)-(1-fluoro-2-(pyrrolo[2,1-f][1,2,4]triazin-4-yl)-6,7,8,9-tetrahydro-5H-benzo[7]annulen-5-yl)carbamate FC1=C(C=CC2=C1CCCC[C@H]2NC(OC(C)(C)C)=O)C2=NC=NN1C2=CC=C1